N1=C(C=CC=C1)CC1C[C@H](NC1)C(=O)O gamma-(2-pyridyl-methyl)-proline